tert-butyl ((7-(1-methyl-1H-pyrazol-4-yl)-4-oxo-6-(tetrahydrofuran-2-yl)-3,4-dihydrophthalazin-1-yl)methyl)carbamate CN1N=CC(=C1)C1=C(C=C2C(NN=C(C2=C1)CNC(OC(C)(C)C)=O)=O)C1OCCC1